N-[2-(3-formylazetidin-1-yl)-5-(1-hydroxy-1-methyl-ethyl)-1,3-benzothiazol-6-yl]-6-(trifluoromethyl)pyridine-2-carboxamide C(=O)C1CN(C1)C=1SC2=C(N1)C=C(C(=C2)NC(=O)C2=NC(=CC=C2)C(F)(F)F)C(C)(C)O